ClC1=CC=C(CNCC[C@H]2CC[C@H]3[C@@H]4CC=C5CCCC[C@]5(C)[C@H]4CC[C@]23C)C=C1 (4-chlorobenzylamino)pregn-5-en